C(C)N(C(C(=O)O)C)CC 2-(DIETHYLAMINO)PROPANOIC ACID